(5-chloro-2-(((1R,4R)-4-methoxycyclohexyl)amino)pyrido[4,3-d]pyrimidin-8-yl)benzonitrile ClC1=NC=C(C=2N=C(N=CC21)NC2CCC(CC2)OC)C2=C(C#N)C=CC=C2